3-(2-chloro-6-methyl-4-pyridyl)-2-(3-cyanophenyl)-5-(sulfamoylamino)pyrazolo[1,5-a]pyrimidine ClC1=NC(=CC(=C1)C=1C(=NN2C1N=C(C=C2)NS(N)(=O)=O)C2=CC(=CC=C2)C#N)C